OC1=C(CNC=2C=NC=CC2)C=CC=C1 3-[(2-hydroxybenzyl)amino]pyridine